C(C)(C)(C)[Si](Cl)(C)C tert-butyl-dimethyl-chlorosilane